C1(=CC=CC=C1)[O-].C1(=CC=CC=C1)[O-].C1(=CC=CC=C1)[O-].[Al+3] aluminum triphenolate